CNC=1N=CC2=C(N1)N(C=C2)S(=O)(=O)C2=CC=C(C)C=C2 N-methyl-7-tosyl-7H-pyrrolo[2,3-d]pyrimidin-2-amine